6-hydroxy-2,3-dihydroisoindol-1-one OC1=CC=C2CNC(C2=C1)=O